(R)-6-(4-(3-fluoro-2-(oxetan-3-yloxy)phenyl)piperidin-1-yl)-2-(pyrimidin-5-yl)-2-azaspiro[3.4]octane FC=1C(=C(C=CC1)C1CCN(CC1)[C@H]1CC2(CN(C2)C=2C=NC=NC2)CC1)OC1COC1